(E)-3-(4-chlorophenyl)-2-(4-fluorophenyl)acrylic acid ClC1=CC=C(C=C1)/C=C(/C(=O)O)\C1=CC=C(C=C1)F